bis(3-mercaptopropyl) tetrasulfide SCCCSSSSCCCS